5-[5-[(1S)-1-[[8-cyclopropyl-6-(difluoromethyl)quinazolin-4-yl]amino]ethyl]-1,2,4-triazol-1-yl]pyrazine-2-carboxamide C1(CC1)C=1C=C(C=C2C(=NC=NC12)N[C@@H](C)C1=NC=NN1C=1N=CC(=NC1)C(=O)N)C(F)F